(S)-4-((5-bromo-1,3,4-thiadiazol-2-yl)methyl)-6-(1-phenylethyl)-4,6-diazaspiro[2.4]heptane-5,7-dione BrC1=NN=C(S1)CN1C2(CC2)C(N(C1=O)[C@@H](C)C1=CC=CC=C1)=O